C(C)(C)(C)NS(=O)(=O)C=1C=C(C=CC1)NC1=NC(=NC=C1C)NC1=CC=C(C(=O)NC2=CC(=C(C=C2)F)Cl)C=C1 4-((4-((3-(N-(tert-butyl)sulfamoyl)phenyl)amino)-5-methylpyrimidin-2-yl)amino)-N-(3-chloro-4-fluorophenyl)benzamide